1-cyclopropyl-3-(2-methylsulfanyl-4-trifluoromethylphenyl)propane-1,3-dione C1(CC1)C(CC(=O)C1=C(C=C(C=C1)C(F)(F)F)SC)=O